(1r,2S,3S,5S,6r,7S)-3-{[(1S)-1-carbamoyl-2-[(3S)-2-oxopyrrolidin-3-yl]ethyl]carbamoyl}-5-methyl-4-azatricyclo[5.2.1.0{2,6}]dec-8-ene-4-carboxylic acid tert-butyl ester C(C)(C)(C)OC(=O)N1[C@@H]([C@H]2[C@H]3C=C[C@@H]([C@H]2[C@@H]1C)C3)C(N[C@@H](C[C@H]3C(NCC3)=O)C(N)=O)=O